BrC1=CC=C(C=C1)C(C)=NS(=O)CC(C)C N-(1-(4-bromophenyl)ethylidene)-2-methylpropane-sulfinamide